tin-bismuth-copper-silver [Ag].[Cu].[Bi].[Sn]